CC(C(=O)O)(CC1=CC(=CC=C1)CC(C(=O)O)(C)C)C.[Rh] rhodium (α,α,α',α'-tetramethyl-1,3-benzenedipropionic acid)